1,N-Dimethylformamide CC(=O)NC